N,1-Dimethyl-4-[({(1R,2R)-2-[4-(5-methyl-1H-pyrazol-3-yl)benzoyl]-cyclohexyl}carbonyl)amino]-1H-pyrazole-5-carboxamide CNC(=O)C1=C(C=NN1C)NC(=O)[C@H]1[C@@H](CCCC1)C(C1=CC=C(C=C1)C1=NNC(=C1)C)=O